1-(tert-butyl) 2-methyl (2S,4R)-4-(m-tolyloxy)pyrrolidine-1,2-dicarboxylate C1(=CC(=CC=C1)O[C@@H]1C[C@H](N(C1)C(=O)OC(C)(C)C)C(=O)OC)C